bis[(benzothienophenoxazinyl)phenyl]germane C1(=CC=CC=2OC3=CC=C4C(=C3NC12)C1=C(S4)C=CC=C1)C1=C(C=CC=C1)[GeH2]C1=C(C=CC=C1)C1=CC=CC=4OC2=CC=C3C(=C2NC14)C1=C(S3)C=CC=C1